FC1=C(C=CC=C1F)CN1C2=CC=CC(=C2C=2C(=CC=CC12)OCC(=O)O)C(N)=O (9-[(2,3-difluorophenyl)methyl]-5-carbamoylcarbazol-4-yl)oxyacetic acid